1-ethyl-2,3-diOxopiperazine C(C)N1C(C(NCC1)=O)=O